O=C1NC(CCC1C1=CC(=C(C=C1)N1CCC(CC1)CN1CCC2(CN(C2)NC(OC(C)(C)C)=O)CC1)F)=O tert-butyl (7-((1-(4-(2,6-dioxopiperidin-3-yl)-2-fluorophenyl)piperidin-4-yl)methyl)-2,7-diazaspiro[3.5]nonan-2-yl)carbamate